COC1=CC2=C(OCCN2)C=C1N1N=C(C=2C=NC(=CC21)C=2C=NN1C2N=CC=C1)C(=O)NCCN1CCC(CC1)COC 1-(6-methoxy-3,4-dihydro-2H-benzo[b][1,4]oxazin-7-yl)-N-(2-(4-(methoxymethyl)piperidin-1-yl)ethyl)-6-(pyrazolo[1,5-a]pyrimidin-3-yl)-1H-pyrazolo[4,3-c]pyridine-3-carboxamide